O(C#N)C1(CC=CC2=CC=CC=C12)OC#N 4,4-dicyanatonaphthalene